C(C)(C)(C)OC(CN1C=C(C2=CC(=CC=C12)Br)C(C)=O)=O 2-(3-acetyl-5-bromo-1H-indol-1-yl)acetic acid tert-butyl ester